FC(=N)N fluoroformamidin